2-(((6-chloro-5-fluoro-2-(1-(2-fluorobenzyl)-5-(isoxazol-3-yl)-1H-pyrazol-3-yl)pyrimidin-4-yl)amino)methyl)-1,1,1,3,3,3-hexafluoropropan-2-ol ClC1=C(C(=NC(=N1)C1=NN(C(=C1)C1=NOC=C1)CC1=C(C=CC=C1)F)NCC(C(F)(F)F)(C(F)(F)F)O)F